ClC=1C(=CC2=CN(N=C2C1)C)\N=C/1\N=CN(CN1CC1=C(C=C(C(=C1)F)F)F)CC1=NN(C=N1)C (6E)-6-[(6-chloro-2-methyl-2H-indazol-5-yl)imino]-3-[(1-methyl-1H-1,2,4-triazol-3-yl)methyl]-1-(2,4,5-trifluorobenzyl)-1,3,5-triazine